N-cyclopropyl-5-(5-(3,4-dichloro-5-(trifluoromethyl)phenyl)-5-(trifluoromethyl)-4,5-dihydroisoxazol-3-yl)-3-methyl-N-(thietan-3-yl)pyridineamide C1(CC1)N(C(=O)C1=NC=C(C=C1C)C1=NOC(C1)(C(F)(F)F)C1=CC(=C(C(=C1)C(F)(F)F)Cl)Cl)C1CSC1